C1(CCCCC1)C1C2C3C4C=CC(C3C(C1)C2)C4 8-cyclohexyl-tetracyclo[4.4.0.12,5.17,10]-dodeca-3-ene